2'-chloro-4-hydroxy-5',6-Dimethyl-2H-[1,4'-bipyridyl]-2-one ClC1=NC=C(C(=C1)N1C(C=C(C=C1C)O)=O)C